O-(3-Propylamino-hex-5-enyl)-L-tyrosine C(CC)NC(CCOC1=CC=C(C[C@H](N)C(=O)O)C=C1)CC=C